BrC1=CC=C(C=C1)C(CCC(=O)O)C(F)(F)F 4-(4-Bromophenyl)-5,5,5-trifluoropentanoic acid